(3R)-3-[4-(1,4-dioxa-8-azaspiro[4.5]dec-8-yl)indolin-1-yl]piperidine-2,6-dione O1CCOC12CCN(CC2)C2=C1CCN(C1=CC=C2)[C@H]2C(NC(CC2)=O)=O